ClC=1C=C(C=C(C1OCCCl)C#N)C(C)(C)C1=CC=C(OCC2=NC(=NC=C2)N2CCN(CC2)C2CCN(CC2)CC2CCN(CC2)C(=O)OC(C)(C)C)C=C1 tert-butyl 4-((4-(4-(4-((4-(2-(3-chloro-4-(2-chloroethoxy)-5-cyanophenyl)propan-2-yl)phenoxy)methyl)pyrimidin-2-yl)piperazin-1-yl)piperidine-1-yl)methyl)piperidine-1-carboxylate